C(C1=CC=CC=C1)(C1=CC=CC=C1)[C@]1(N2C(C[C@H]2S[C@@]1(C)/C(=N/O)/Cl)=O)C(=O)O.N[C@@H](CC(=O)O)C(=O)O Aspartic Acid (2S,3R,5R)-benzhydryl-3-((Z)-chloro(hydroxyimino)methyl)-3-methyl-7-oxo-4-thia-1-azabicyclo[3.2.0]heptane-2-carboxylate